1-N'-(4-fluorophenyl)-1-N-[4-(7-pyrazolo[1,5-a]pyridin-2-yl-quinolin-4-yl)oxyphenyl]cyclopropane-1,1-dicarboxamide FC1=CC=C(C=C1)NC(=O)C1(CC1)C(=O)NC1=CC=C(C=C1)OC1=CC=NC2=CC(=CC=C12)C1=NN2C(C=CC=C2)=C1